3-(5-(1-(2,4-difluorobenzyl)piperidin-4-yl)-1-oxoisoindolin-2-yl)piperidine-2,6-dione FC1=C(CN2CCC(CC2)C=2C=C3CN(C(C3=CC2)=O)C2C(NC(CC2)=O)=O)C=CC(=C1)F